tert-Butyl 4'-((5-(3,5-dimethoxybenzylcarbamoyl)-2,3-dimethyl-1H-indol-1-yl)methyl)biphenyl-2-carboxylate COC=1C=C(CNC(=O)C=2C=C3C(=C(N(C3=CC2)CC2=CC=C(C=C2)C=2C(=CC=CC2)C(=O)OC(C)(C)C)C)C)C=C(C1)OC